C1(CC1)C(=O)NC1=C(C(=O)O)C=C(C(=N1)N1CCCC1)C(N(C)C)=O 2-(cyclopropanecarboxamido)-5-(dimethylcarbamoyl)-6-(pyrrolidin-1-yl)nicotinic acid